ClC=1C=CC(=NC1)C(CNC(=O)C1=NOC(=C1)C1=C(C=C(C=C1)F)F)(C)C=1C=NN(C1)C N-[2-(5-chloro-2-pyridyl)-2-(1-methylpyrazol-4-yl)propyl]-5-(2,4-difluorophenyl)isoxazole-3-carboxamide